(1R)-2,2-difluoro-N-{7-[6-(1-hydroxypropyl)-4-methylpyridin-3-yl]isoquinolin-3-yl}cyclopropane-1-carboxamide FC1([C@H](C1)C(=O)NC=1N=CC2=CC(=CC=C2C1)C=1C=NC(=CC1C)C(CC)O)F